4-(6-(8-hydroxy-1,4-dioxaspiro[4.5]decan-8-yl)pyridin-3-yl)-1-methylpiperidin-2-one OC1(CCC2(OCCO2)CC1)C1=CC=C(C=N1)C1CC(N(CC1)C)=O